6-((1S,2S)-2-(1H-pyrazol-1-yl)cyclobutyl)-4-oxo-1-((R)-1-(6-(trifluoromethyl)pyridin-3-yl)ethyl)-4,5-dihydro-1H-pyrazolo[3,4-d]pyrimidine-3-carbonitrile N1(N=CC=C1)[C@@H]1[C@H](CC1)C=1NC(C2=C(N1)N(N=C2C#N)[C@H](C)C=2C=NC(=CC2)C(F)(F)F)=O